tert-butyl 3-(5-(2-fluorophenyl)-1,3,4-thiadiazol-2-yl)piperidine-1-carboxylate FC1=C(C=CC=C1)C1=NN=C(S1)C1CN(CCC1)C(=O)OC(C)(C)C